benzyl 4,4-difluoropentanoate FC(CCC(=O)OCC1=CC=CC=C1)(C)F